N-(2-((2-(dimethylamino)ethyl)(methyl)amino)-4-methoxy-5-((8-methyl-6-(1-methyl-1H-pyrazol-4-yl)-7-oxo-7,8-dihydropyrido[2,3-d]pyrimidin-2-yl)amino)phenyl)acrylamide CN(CCN(C1=C(C=C(C(=C1)OC)NC=1N=CC2=C(N1)N(C(C(=C2)C=2C=NN(C2)C)=O)C)NC(C=C)=O)C)C